L-ascorbic acid mono(dihydrogen phosphate) magnesium salt [Mg+].P(=O)(O)(O)[O-].O=C1C(O)=C(O)[C@H](O1)[C@@H](O)CO